ClC1=C(C2=C(NC3(CN(CC3)C(=O)C3=CC=C(C=C3)NC(C(=C)C)=O)C(N2C)=O)N=C1)C=1C=NN(C1)C N-(4-(7-chloro-1-methyl-8-(1-methyl-1H-pyrazol-4-yl)-2-oxo-1,4-dihydro-2H-spiro[pyrido[2,3-B]pyrazine-3,3'-pyrrolidine]-1'-carbonyl)phenyl)methacrylamide